stannous palmitoate C(CCCCCCCCCCCCCCC)(=O)[O-].[Sn+2].C(CCCCCCCCCCCCCCC)(=O)[O-]